FC(C(=O)O)(F)F.NC12[C@H](CC(CC1)(CC2)NC(COC2=CC(=C(C=C2)Cl)F)=O)O N-[(3S)-4-amino-3-hydroxybicyclo[2.2.2]oct-1-yl]-2-(4-chloro-3-fluorophenoxy)acetamide trifluoroacetate